Azobis(2,4-Dimethylvaleronitril) N(=NC(C#N)(CC(C)C)C)C(C#N)(CC(C)C)C